Cl.S1(CCC12CNCCC2)(=O)=O 1λ6-thia-6-azaspiro[3.5]nonane-1,1-dione hydrochloride